N(N)C1=NC(=NC(=C1C1=CC(=NC(=C1)C(F)(F)F)C)C1=CC=CC=C1)N 4-hydrazino-5-(2-methyl-6-(trifluoromethyl)pyridin-4-yl)-6-phenylpyrimidin-2-amine